[C@@H]1(C(CCCC1)N)N R-1,2-cyclohexanediamine